NC(C(C1=CC=NC=C1)C1=C(C2=C(NC(=N2)C(NC(=O)C=2N(N=CC2)CC)C2CCCCCCC2)C=C1)F)=O N-[{5-[2-amino-2-oxo-1-(pyridin-4-yl)ethyl]-4-fluoro-1H-benzimidazol-2-yl}-(cyclooctyl)methyl]-2-ethylpyrazole-3-carboxamide